ClC=1C(N(C(=CC1OC([2H])([2H])C1=NC=C(C=C1F)F)C)C1=C(C(=NC=C1C)C=1[N+](=C(C=CC1)C(C)(C)O)[O-])F)=O rel-4'-{3-chloro-4-[(3,5-difluoropyridin-2-yl)(2H2)methoxy]-6-methyl-2-oxopyridin-1-yl}-3'-fluoro-6-(2-hydroxypropan-2-yl)-5'-methyl-[2,2'-bipyridin]-1-ium-1-olate